CC(CC1=CC(=CC=C1)C(F)(F)F)(C)NC([C@@H](C)NC(OC(C)(C)C)=O)=O tert-butyl (R)-(1-((2-methyl-1-(3-(trifluoromethyl)phenyl)propan-2-yl)amino)-1-oxopropan-2-yl)carbamate